C(=O)(OCC1C2=CC=CC=C2C2=CC=CC=C12)NC[C@@H](C(=O)O)C (S)-β-Fmocaminoisobutyric acid